BrC1=CC=C(C=C1)C1=CC=C(C=C1)C1CC(C2=CC=CC=C2C1)C=1C(OC2=CC=CC=C2C1O)=O 3-[3-(4'-Bromo-1,1'-biphenyl-4-yl)-1,2,3,4-tetrahydro-1-naphthyl]-4-hydroxycumarin